[(2R)-morpholin-2-yl]methanol N1C[C@@H](OCC1)CO